Methyl (2-(4-((bis(pyridin-2-ylmethyl)amino)methyl)1H-1,2,3-triazol-1-yl)acetyl)-D-alanyl-D-alaninate N1=C(C=CC=C1)CN(CC1=NC=CC=C1)CC=1N=NN(C1)CC(=O)N[C@H](C)C(=O)N[C@H](C)C(=O)OC